C1(=CC=CC=C1)C1(CC1)NC1=NC=C(C=N1)C1=NOC(=N1)C(F)(F)F N-(1-phenylcyclopropyl)-5-[5-(trifluoromethyl)-1,2,4-oxadiazol-3-yl]pyrimidin-2-amine